2,2-di-n-butyl-1,3-propanediol CCCCC(CCCC)(CO)CO